BrC=1C(=C(C(=NC1)Cl)C=O)N1CCC(CC1)NC(OC(C)(C)C)=O tert-butyl N-[1-(5-bromo-2-chloro-3-formyl-4-pyridyl)-4-piperidyl]carbamate